ClC1=C(C(=NN1CC)C1=NOC(=C1)C)CCl 3-(5-chloro-4-(chloromethyl)-1-ethyl-1H-pyrazol-3-yl)-5-methylisoxazole